FC(C1=C(C=C2CCCN(C2=C1)C=1C2=CN(C=C2C=C(C1)C1CCN(CC1)CC1CCNCC1)C(C)=O)C=1C=NN(C1)C)F 1-[4-[7-(difluoromethyl)-6-(1-methylpyrazol-4-yl)-3,4-dihydro-2H-quinolin-1-yl]-6-[1-(4-piperidinylmethyl)-4-piperidinyl]isoindol-2-yl]ethanone